CC=1C=C2N(C3=CC=C(C=C3N=C2C2=NC=C(C=C2)C(F)(F)F)C(=O)O)C1 2-Methyl-4-(5-(trifluoromethyl)pyridin-2-yl)pyrrolo[1,2-a]quinoxaline-7-carboxylic acid